N-(4-(((1r,4r)-4-(3-(3-fluoro-4-(trifluoromethoxy)phenyl)ureido)cyclohexyl)oxy)phenyl)acetamide FC=1C=C(C=CC1OC(F)(F)F)NC(NC1CCC(CC1)OC1=CC=C(C=C1)NC(C)=O)=O